BrCC1(COC1)CNC1=C(C=C(C=C1)NC1=NC(=CC=C1)C)C N1-((3-(bromomethyl)oxetan-3-yl)methyl)-2-methyl-N4-(6-methylpyridin-2-yl)benzene-1,4-diamine